5-bromo-2-chloro-4,6-dimethylnicotinonitrile BrC=1C(=NC(=C(C#N)C1C)Cl)C